C(C)(C)(C)OC(=O)N1C[C@H](OC[C@H]1CO[Si](C1=CC=CC=C1)(C1=CC=CC=C1)C(C)(C)C)C(=O)O (2S,5S)-4-(tert-butoxycarbonyl)-5-(((tert-butyldi-phenylsilyl)oxy)methyl)morpholine-2-carboxylic acid